1-methyl-N3,N3-bis(3-(trimethoxysilyl)propyl)-1,3-propanediamine CC(CCN(CCC[Si](OC)(OC)OC)CCC[Si](OC)(OC)OC)N